6-methyl-2-(methylthio)-N-(3-(4-(5-(trifluoro-methyl)pyridin-2-yl)phenyl)propyl)thieno[2,3-d]pyrimidin-4-amine CC1=CC2=C(N=C(N=C2NCCCC2=CC=C(C=C2)C2=NC=C(C=C2)C(F)(F)F)SC)S1